FC1=CC=C(C=C1)C1=CC(=NS1)\C(\C)=N\OCC1=C(C=CC=C1C)\C(\C(=O)OC)=N/OC Methyl (2E)-2-[2-[[(E)-1-[5-(4-fluorophenyl)isothiazol-3-yl]ethylideneamino]oxymethyl]-3-methyl-phenyl]-2-methoxyimino-acetate